N(=[N+]=[N-])CC1(OCC1)C azidomethyl-methyl-oxetane